NC1=C(C2=C(S1)C(=CC=C2C2=C(C=C1C(=NC(=NC1=C2F)OCC2(COC2)C#N)N2CC1CCC(C2)N1)C(F)(F)F)F)C#N 3-(((7-(2-amino-3-cyano-7-fluorobenzo[b]thiophen-4-yl)-4-(3,8-diazabicyclo[3.2.1]octan-3-yl)-8-fluoro-6-(trifluoromethyl)quinazolin-2-yl)oxy)methyl)oxetane-3-carbonitrile